N1=CC=C(C=C1)C1=CC(=C(C#N)C(=C1)N1C2=C(C=3C=CC=CC13)N=CC=C2)N2C1=C(C=3C=CC=CC23)N=CC=C1 4-(pyridin-4-yl)-2,6-bis(5H-pyrido[3,2-b]indol-5-yl)benzonitrile